[N+](=O)([O-])C=1C=CC=CC1 Meta-nitrobenzol